C(CCC(=O)OCC=C(CCC=C(C)C)C)(=O)OCC=C(CCC=C(C)C)C 3,7-dimethyloct-2,6-dien-1-yl (3,7-dimethyloct-2,6-dien-1-yl) succinate